C(C1=CC=CC=C1)OCC[C@@H](C(=O)OCC)C ethyl (S)-4-(benzyloxy)-2-methylbutanoate